N-[2-(4-formylcyclohexyl)-6-[[(2R)-5-oxo-1-(2-trimethylsilylethoxymethyl)pyrrolidin-2-yl]methoxy]indazol-5-yl]pyridine-2-carboxamide C(=O)C1CCC(CC1)N1N=C2C=C(C(=CC2=C1)NC(=O)C1=NC=CC=C1)OC[C@@H]1N(C(CC1)=O)COCC[Si](C)(C)C